trimethyl-[2-[(4-nitropyrazol-1-yl)methoxy]ethyl]silane C[Si](CCOCN1N=CC(=C1)[N+](=O)[O-])(C)C